5-fluoro-2-(((3-methyl-4-ethoxypyridin-2-yl)methyl)sulfonyl)-1H-benzo[d]-imidazole FC1=CC2=C(NC(=N2)S(=O)(=O)CC2=NC=CC(=C2C)OCC)C=C1